2-amino-7-bromo-1-(3-methoxy-2,6-dimethylphenyl)-1H-pyrrolo[3,2-c]pyridine-3-carbonitrile NC1=C(C=2C=NC=C(C2N1C1=C(C(=CC=C1C)OC)C)Br)C#N